Benzyl (2-fluoro-4-{[1-(5-fluoro-6-methylpyridin-3-yl)-1H-pyrazol-3-yl]oxy}phenyl)carbamate FC1=C(C=CC(=C1)OC1=NN(C=C1)C=1C=NC(=C(C1)F)C)NC(OCC1=CC=CC=C1)=O